{1-[4-cyano-5-(2,3-dichlorophenyl)-6-methylpyrimidin-2-yl]-4-methylpiperidin-4-yl}carbamic acid tert-butyl ester C(C)(C)(C)OC(NC1(CCN(CC1)C1=NC(=C(C(=N1)C#N)C1=C(C(=CC=C1)Cl)Cl)C)C)=O